ClC1=CC=C(C=C1)C1=CN=C2SC(=NN21)C2=CC=C(C=C2)C(=O)N2CCN(CC2)C (4-(5-(4-chlorophenyl)imidazo[2,1-b][1,3,4]thiadiazol-2-yl)phenyl)(4-methylpiperazin-1-yl)methanone